C(C)(C)(C)OC(=O)N[C@H]([C@@H](C)OCC=1C=C2C=CC(=CC2=CC1)/C=C/C(=O)OC(C)(C)C)CCC(N)=O tert-butyl (2E)-3-[6-([[(2R,3S)-3-[(tert-butoxycarbonyl) amino]-5-carbamoyl pentan-2-yl]oxy]methyl) naphthalen-2-yl]prop-2-enoate